CS(=O)(=O)C1=CC=C(C=C1)C1(CC1)N 1-(4-methanesulfonylphenyl)cyclopropan-1-amine